CN(C)C/C(/C(=O)OC)=C\C1=CC=CC=C1 methyl (E)-2-((dimethylamino) methyl)-3-phenylacrylate